6-(2-hydroxy-3-methoxybenzylamino)-3-glucopyranosylpurine OC1=C(CNC2=C3N=CN=C3N(C=N2)C2[C@H](O)[C@@H](O)[C@H](O)[C@H](O2)CO)C=CC=C1OC